(2S)-N-{(1S)-1-Cyano-2-[4-(4-methyl-3-oxo-3,4-dihydro-2H-1,4-benzothiazin-6-yl)phenyl]ethyl}-1,4-oxazepane-2-carboxamide C(#N)[C@H](CC1=CC=C(C=C1)C=1C=CC2=C(N(C(CS2)=O)C)C1)NC(=O)[C@H]1OCCCNC1